COC1=NC=NC2=CC=C(C=C12)C1=CNC2=NC=C(C=C21)NC(C2=CC(=NC=C2)N2CCNCC2)=O N-(3-(4-methoxyquinazolin-6-yl)-1H-pyrrolo[2,3-b]pyridin-5-yl)-2-(piperazin-1-yl)isonicotinamide